CN1C2=C(N(C(C1=O)=O)C1CCNCC1)N=CC=C2 4-(1-methyl-2,3-dioxo-2,3-dihydropyrido[2,3-b]pyrazin-4(1H)-yl)piperidine